3(2H)-Thiophenone S1CC(C=C1)=O